4-[(3-{6-[(difluoromethyl)sulfanyl]-1-{[(3S,4R)-3-fluoro-1-methylpiperidin-4-yl]amino}pyrrolo[1,2-a]pyrazin-7-yl}prop-2-yn-1-yl)amino]-3-methoxy-N-methylbenzamide FC(F)SC1=C(C=C2N1C=CN=C2N[C@H]2[C@H](CN(CC2)C)F)C#CCNC2=C(C=C(C(=O)NC)C=C2)OC